C(C)(C)(C)OC(=O)N1CC(C1)CC1=CC=2N=C(CC(=CC2S1)C(=O)O)N 2-[(1-tert-butoxycarbonylazetidin-3-yl)methyl]-5-amino-6H-thieno[3,2-b]azepine-7-carboxylic acid